NC1=C(C=2C=C3C(=NC2N1C1=C(C(=CC=C1C)O)C)NCCC3)C(=O)N 2-Amino-1-(3-hydroxy-2,6-dimethylphenyl)-5,6,7,8-tetrahydropyrrolo[3,2-e]pyrido[2,3-b]pyridine-3-carboxamide